C(C1=CC=CC=C1)OCC=1C2=C(SC1C(F)(F)P(OCC)(OCC)=O)C=CC(=C2)C(NC2=CC=CC=C2)=O diethyl ((3-((benzyloxy)methyl)-5-(phenylcarbamoyl)benzo[b]thiophen-2-yl)difluoromethyl)phosphonate